1-((4-((3-bromo-2-methylphenyl)amino)-2-methylpyrido[3,2-d]pyrimidin-7-yl)methyl)pyrrolidin-3-ol BrC=1C(=C(C=CC1)NC=1C2=C(N=C(N1)C)C=C(C=N2)CN2CC(CC2)O)C